FC1=CC=C(NC(C(C)C23CC(C2)(C3)NC(=O)C=3C=C2C=CC=CN2C3)=O)C=C1 N-[3-[2-(4-fluoroanilino)-1-methyl-2-oxo-ethyl]-1-bicyclo[1.1.1]pentanyl]indolizine-2-carboxamide